3-(5-fluoro-2-(2,2,2-trifluoroethoxy)pyridin-4-yl)-1-isopropyl-N-(3-methyl-1,1-dioxidothietan-3-yl)-1H-pyrazolo[4,3-b]pyridine-6-carboxamide FC=1C(=CC(=NC1)OCC(F)(F)F)C1=NN(C=2C1=NC=C(C2)C(=O)NC2(CS(C2)(=O)=O)C)C(C)C